NC=1C=C2C=CN(C(C2=CC1)=O)C1=CC=C(C=C1)C(F)(F)F 6-amino-2-[4-(trifluoromethyl)phenyl]isoquinolin-1-one